O=C1NCCC2=C(C=CC=C12)NC1=NC(=NC=C1C(=O)N)NC=1C=NN(C1)CC(F)(F)F 4-[(1-oxo-1,2,3,4-tetrahydroisoquinolin-5-yl)amino]-2-{[1-(2,2,2-trifluoroethyl)-1H-pyrazol-4-yl]amino}pyrimidine-5-carboxamide